C1(=CC=CC=C1)OP(=O)(Cl)Cl dichlorophosphinic acid phenylester